5-bromosalicylaldehyde semicarbazone BrC1=CC=C(C(C=NNC(=O)N)=C1)O